C(=O)C=1C(=C(C=CC1)C=1C=C2C(=CN1)N(N=C2C=2C=NN(C2)C)C(=O)OC(C)(C)C)C tert-Butyl 5-(3-formyl-2-methylphenyl)-3-(1-methyl-1H-pyrazol-4-yl)-1H-pyrazolo[3,4-c]pyridine-1-carboxylate